CC(C#CC=1C=C(C=CC1)N(C1=NC=2N(C3=C1C=CC(=N3)N(C)C)C=NN2)C)(C)C N5-(3-(3,3-dimethylbut-1-yn-1-yl)phenyl)-N2,N2,N5-trimethylpyrido[3,2-e][1,2,4]triazolo[4,3-a]pyrimidine-2,5-diamine